C(C)C1=CC=C(C=C1)C1=NNC2=NC=C(C=C21)C2=CC=C(C=C2)N2CCN(CC2)C 3-(4-ethylphenyl)-5-(4-(4-methylpiperazin-1-yl)phenyl)-1H-pyrazolo[3,4-b]pyridine